C(C)(=O)N1CC(C(CC1)NC=1C=C(C(=O)OC)C=CN1)(F)F methyl 2-((1-acetyl-3,3-difluoropiperidin-4-yl)amino)isonicotinate